ClC1=CC=C(C=C1)C1(CCCCCC1)C#N 1-(4-chlorophenyl)cycloheptaneCarbonitrile